C(=O)N([C@@H](CO)[C@H](O)\C=C\CCCCCCCCCCCCC)C=O N,N-dimethylsphingosine